C(C)(C)(C)OC(N(CC1=NNC=C1)C(CO)C)=O (2-hydroxy-1-methyl-ethyl)-(1H-pyrazol-3-ylmethyl)-carbamic acid tert-butyl ester